tert-butyl 3-[(3S,4R)-4-[4-amino-3-(4-phenoxyphenyl)pyrazolo[3,4-d]pyrimidin-1-yl]-3-fluoro-1-piperidyl]azetidine-1-carboxylate NC1=C2C(=NC=N1)N(N=C2C2=CC=C(C=C2)OC2=CC=CC=C2)[C@H]2[C@H](CN(CC2)C2CN(C2)C(=O)OC(C)(C)C)F